4-chloro-1-cyclopropyl-3-iodo-1H-pyrazolo[4,3-c]pyridine ClC1=NC=CC2=C1C(=NN2C2CC2)I